N-(1-cyanocyclopropyl)-3-(4-fluoro-4,5,6,7-tetrahydropyrazolo[1,5-a]pyridin-2-yl)-8-(4-isobutyrylpiperazin-1-yl)imidazo[1,2-a]pyridine-6-sulfonamide C(#N)C1(CC1)NS(=O)(=O)C=1C=C(C=2N(C1)C(=CN2)C2=NN1C(C(CCC1)F)=C2)N2CCN(CC2)C(C(C)C)=O